(S)-9-(2-Isopropoxy-ethyl)-2-((R)-3-methyl-morpholin-4-yl)-8-trifluoromethyl-6,7,8,9-tetrahydro-pyrimido[1,2-a]-pyrimidin-4-one C(C)(C)OCCN1[C@@H](CCN2C1=NC(=CC2=O)N2[C@@H](COCC2)C)C(F)(F)F